S1C=C(C=C1)C(=O)NC=1C=C2C(=CNC2=CC1)C1CCN(CC1)CCC 5-(3-thienoyl)amino-3-(1-propylpiperidin-4-yl)-1H-indole